3-[(3-chloro-2-methoxyphenyl)amino]-2-(3-fluoropyridin-4-yl)-7-[2-(morpholin-4-yl)ethyl]-1H,5H,6H,7H-pyrrolo[3,2-c]pyridin-4-one ClC=1C(=C(C=CC1)NC1=C(NC2=C1C(NCC2CCN2CCOCC2)=O)C2=C(C=NC=C2)F)OC